ClC1=NC=CC(=N1)CCNC(OC(C)(C)C)=O tert-butyl (2-(2-chloropyrimidin-4-yl)ethyl)carbamate